1,2-dimethyl-5-aminoimidazole CN1C(=NC=C1N)C